ethyl 6-bromo-8-(1-hydroxydeuteroethyl)-2-trifluoromethyl-2H-benzopyran-3-carboxylate BrC=1C=C(C2=C(C=C(C(O2)C(F)(F)F)C(=O)OCC)C1)C(C[2H])O